methyl 6-(((benzyloxy)carbonyl)amino)chromane-2-carboxylate C(C1=CC=CC=C1)OC(=O)NC=1C=C2CCC(OC2=CC1)C(=O)OC